NC=1C=2N(C3=CC(=CC=C3N1)C(=O)N(C)[C@@H]1COC3=C1C=C(C(=C3)C(F)(F)F)F)C(=NC2)C (S)-4-amino-N-(5-fluoro-6-(trifluoromethyl)-2,3-dihydrobenzofuran-3-yl)-N,1-dimethylimidazo[1,5-a]quinoxaline-8-carboxamide